NC1=CC2=C(N=C(S2)NC(C2=C(C=CC=C2)O)=O)C=C1 N-(6-aminobenzo[d]thiazol-2-yl)-2-hydroxybenzoamide